COCCOCCN1C(C2=CC=CC=C2C1=O)=O 2-[2-(2-methoxyethoxy)ethyl]isoindoline-1,3-dione